ClC1=CC(=C(C=C1)N1CC(N(C2(CC2)C1=O)CC1=CC=C(C=C1)C(F)(F)F)=O)F 7-(4-chloro-2-fluorophenyl)-4-(4-(trifluoromethyl)-benzyl)-4,7-diazaspiro-[2.5]octane-5,8-dione